2,9-bis(4-amino-3,6-dinitropyrazolo[4,3-c]pyrazol-1(4H)-yl)anthracene NN1N=C(C=2N(N=C(C21)[N+](=O)[O-])C2=CC1=C(C3=CC=CC=C3C=C1C=C2)N2N=C(C1=C2C(=NN1N)[N+](=O)[O-])[N+](=O)[O-])[N+](=O)[O-]